S(=O)(=O)([O-])[O-].[Mn+2] manganese (ii) sulfate